1-glycidyl-3-(2-glycidyloxybutyl)-5,5-dimethylhydantoin C(C1CO1)N1C(=O)N(C(=O)C1(C)C)CC(CC)OCC1CO1